2-methyl-5-(pyrimidin-4-ylmethoxy)benzofuran-3-carboxylic acid CC=1OC2=C(C1C(=O)O)C=C(C=C2)OCC2=NC=NC=C2